C1(CC1)CNCC1=C(C=C(C=C1)OC)OC N-(cyclopropylmethyl)-1-(2,4-dimethoxyphenyl)methanamine